N1N=CC2=CC=C(C=C12)C=O indazole-6-carbaldehyde